(1-(3-(trifluoromethyl)benzyl)-1H-indol-7-yl)acrylamide FC(C=1C=C(CN2C=CC3=CC=CC(=C23)C(C(=O)N)=C)C=CC1)(F)F